ClC=1C=C(OCC(=O)N)C=C(C1CC1=CC(=C(C=C1)O)C=1C=NSC1)Cl 2-(3,5-dichloro-4-(4-hydroxy-3-(isothiazol-4-yl)benzyl)phenoxy)acetamide